4-(6-((6-aminopyrimidin-4-yl)amino)-1H-pyrazolo[4,3-c]pyridin-1-yl)-3-fluorobenzonitrile NC1=CC(=NC=N1)NC1=CC2=C(C=N1)C=NN2C2=C(C=C(C#N)C=C2)F